CN(C[C@@H](C)NC(=O)C1=NC=CC2=C(C=3N(C=4C=CC=C(C4C3C=C21)OC)C)C)C (R)-N-(1-(dimethylamino)propan-2-yl)-10-methoxy-5,6-dimethyl-6H-pyrido[4,3-b]carbazole-1-carboxamide